C(C)(=O)O (1s,4s)-acetic acid